C(C)C(C(=O)OC=1C=C2C(=C(C(NC2=CN1)=O)C#N)N1CCC(CC1)(C)OC)CCC 1-(3-cyano-4-(4-methoxy-4-methylpiperidin-1-yl)-2-oxo-1,2-dihydro-1,7-naphthyridin-6-yl) ethylvalerate